C(C)(C)(C)OC(N[C@@H](C(C)(C)O)C1=CC=C(C=C1)OC1=CC=CC=C1)=O (R)-(1-(4-(phenoxy)phenyl)-2-hydroxy-2-methylpropyl)carbamic acid tert-butyl ester